S1C(=NC2=C1C=CC=C2)NC2=C(C=C(N=N2)N(C=2SC(=C(N2)C(=O)O)CCCOC2=C(C=C(C=C2)C#CCNCC[N+](C)(C)C)F)C)C [3-[4-[3-[2-[[6-(1,3-benzothiazol-2-ylamino)-5-methyl-pyridazin-3-yl]-methyl-amino]-4-carboxy-thiazol-5-yl]propoxy]-3-fluoro-phenyl]prop-2-ynylamino]ethyl-trimethyl-ammonium